Ethyl 3-(6-cyclopropyl-2-((4-formyl-1H-1,2,3-triazol-1-yl)methyl)imidazo[1,2-a]pyridin-8-yl)propanoate C1(CC1)C=1C=C(C=2N(C1)C=C(N2)CN2N=NC(=C2)C=O)CCC(=O)OCC